potassium tertbutylate CC(C)(C)[O-].[K+]